3-(3'-hydroxy-6-oxo-6,8-dihydro-2H,7H-spiro[furo[2,3-e]isoindole-3,4'-piperidin]-7-yl)piperidine-2,6-dione trifluoroacetate FC(C(=O)O)(F)F.OC1CNCCC12COC1=C3CN(C(C3=CC=C12)=O)C1C(NC(CC1)=O)=O